3-ethyl-16-fluoro-20-oxa-3,4,8,11,23-pentaazapentacyclo[19.3.1.02,6.08,12.013,18]pentacosa-1(24),2(6),4,9,11,13,15,17,21(25),22-decaen-22-amine C(C)N1C=2C3=CN=C(C(OCC4=CC(=CC=C4C4=NC=CN4CC2C=N1)F)=C3)N